OC(CCC(C(=O)[O-])CC(OCCCCCCCC)OCCCCCCCC)CCC(C(=O)[O-])CC(OCCCCCCCC)OCCCCCCCC 3-hydroxypentane-1,5-diylbis(4,4-bis(octyloxy) butanoate)